2-chloro-5-(3,4-difluorophenoxy)pyridine ClC1=NC=C(C=C1)OC1=CC(=C(C=C1)F)F